3-(benzoyloxy)azetidine hydrochloride Cl.C(C1=CC=CC=C1)(=O)OC1CNC1